CC1(OB(OC1(C)C)C1=C(CNC(OC(C)(C)C)=O)C=CC=C1)C tert-butyl 2-(4,4,5,5-tetramethyl-1,3,2-dioxaborolan-2-yl)benzylcarbamate